5-(3-Chloropropionamido)-N-(4-(4-methylpiperazine-1-carbonyl)phenyl)-1H-indazole-3-carboxamide ClCCC(=O)NC=1C=C2C(=NNC2=CC1)C(=O)NC1=CC=C(C=C1)C(=O)N1CCN(CC1)C